N-(6-(difluoromethyl)pyridazin-4-yl)-2,9-dimethyl-9-(trifluoromethyl)-8,9-dihydro-7H-imidazo[1,2-b]pyrrolo[3,2-d]pyridazine-7-carboxamide FC(C1=CC(=CN=N1)NC(=O)N1CC(C=2C=3N(N=CC21)C=C(N3)C)(C(F)(F)F)C)F